S1C=NC2=C1C(=CC=C2)C2=CC=C(C=C2)CCC(=O)O 3-(4-(Benzothiazol-7-yl)phenyl)propionic acid